ClC1=C2N=C(N(C2=NC(=N1)C#CCCCCCCC)[C@@H]1OCC[C@H]1O)C=1OC(=CC1)C (2R,3R)-2-(6-chloro-8-(5-methylfuran-2-yl)-2-(non-1-yn-1-yl)-9H-purin-9-yl)tetrahydrofuran-3-ol